(5-(4,4-difluoropiperidin-1-yl)-9-methoxy-8-(2-(pyrrolidin-1-yl)ethoxy)-2,3-dihydroimidazo[1,2-c]quinazolin-2-yl)methanol FC1(CCN(CC1)C1=NC=2C=C(C(=CC2C=2N1CC(N2)CO)OC)OCCN2CCCC2)F